2-(1-methyl-4-(2-methyl-2-phenoxypropanoyl)-10-oxo-1,4,9-triazaspiro[5.6]dodecan-9-yl)acetic acid CN1CCN(CC12CCN(C(CC2)=O)CC(=O)O)C(C(C)(OC2=CC=CC=C2)C)=O